N-((R)-2-hydroxypropyl)-N-methylbenzamide O[C@@H](CN(C(C1=CC=CC=C1)=O)C)C